FC1=CC=CC=2OC3=C(C(CC21)CO)C=CC=C3 (1-fluoro-10,11-dihydrodibenzo[b,f]oxepin-10-yl)methanol